FC=1C(=CC=2C3=C(NC(C2C1)=O)COC[C@@H]3N(C(C3=CN=C(C=C3)C(F)(F)F)=O)C)F (R)-N-(8,9-Difluoro-6-oxo-1,4,5,6-tetrahydro-2H-pyrano[3,4-c]isoquinolin-1-yl)-N-methyl-6-(trifluoromethyl)nicotinamide